O1CC(CC1)OCCOC1=CC=C(OC2=CC(=CC=3N2C=NC3)C(=O)N)C=C1 5-[4-(2-tetrahydrofuran-3-yloxyethoxy)phenoxy]imidazo[1,5-a]pyridine-7-carboxamide